tert-butyl (S)-4-(5-(((allyloxy)carbonyl)(2-methoxyethyl)amino)-7-(4-cyanopyridin-2-yl)-7H-pyrrolo[2,3-d]pyrimidin-4-yl)-3-methylpiperazine-1-carboxylate C(C=C)OC(=O)N(C1=CN(C=2N=CN=C(C21)N2[C@H](CN(CC2)C(=O)OC(C)(C)C)C)C2=NC=CC(=C2)C#N)CCOC